[1-(4-bromo-2,6-difluoro-phenyl)pyrazol-4-yl]methanol BrC1=CC(=C(C(=C1)F)N1N=CC(=C1)CO)F